(S)-Ethyl-2'-amino-6'-isobutyl-2,5',7'-trioxo-1'-phenyl-1',5',6',7'-tetrahydrospiro[indoline-3,4'-pyrrolo[3,4-b]-pyridine]-3'-carboxylate C(C)OC(=O)C=1[C@]2(C3=C(N(C1N)C1=CC=CC=C1)C(N(C3=O)CC(C)C)=O)C(NC3=CC=CC=C32)=O